FC1(C2CN(CC12)C1=CC=C(C(=N1)C)CNNC(C)=O)F N'-[(6-{6,6-difluoro-3-azabicyclo[3.1.0]hex-3-yl}-2-methylpyridin-3-yl)methyl]acetohydrazide